ClC1=CC=C(C(=N1)C=1C=CC(=C(C=O)C1)O)N[C@H](C)C=1C=C(C=C2C(C(=C(OC12)N1CCC(CC1)(C)C)C)=O)C 5-[6-chloro-3-[[(1R)-1-[2-(4,4-dimethyl-1-piperidyl)-3,6-dimethyl-4-oxo-chromen-8-yl]ethyl]amino]-2-pyridyl]-2-hydroxy-benzaldehyde